C(C)C(C(=O)OCC(C)C)(CC(=O)OCC(C)C)C diisobutyl 2-ethyl-2-methylsuccinate